COCCOCC=1C=C2C=C(NC2=C(C1)NC1COC1)C1=CC=CC=C1 5-(2-methoxyethoxymethyl)-N-(oxetan-3-yl)-2-phenyl-1H-indol-7-amine